N-[(3S)-1-[2-(2-aminoethoxy)ethyl]pyrrolidin-3-yl]-4-[[(1S,2S)-4,6-dichloro-2-(dimethylamino)-2,3-dihydro-1H-inden-1-yl]oxy]-3-methylbenzene-1-sulfonamide NCCOCCN1C[C@H](CC1)NS(=O)(=O)C1=CC(=C(C=C1)O[C@@H]1[C@H](CC2=C(C=C(C=C12)Cl)Cl)N(C)C)C